2,5-dichloro-N-(2-fluoro-6-nitrobenzyl)pyrimidin-4-amine ClC1=NC=C(C(=N1)NCC1=C(C=CC=C1[N+](=O)[O-])F)Cl